CC1(OB(OC1(C)C)C=1C=C2C=3C4=C(COC3C1)C=C(C=C4OC2)B2OC(C(O2)(C)C)(C)C)C 2,7-bis(4,4,5,5-tetramethyl-1,3,2-dioxaborolan-2-yl)-5,10-dihydrochromeno[5,4,3-cde]chromene